1-(2,6-bis(benzyloxy)pyridin-3-yl)-4-fluoro-3-methyl-5-(4,4,5,5-tetramethyl-1,3,2-dioxaborolan-2-yl)-1H-benzo[d]imidazol-2(3H)-one C(C1=CC=CC=C1)OC1=NC(=CC=C1N1C(N(C2=C1C=CC(=C2F)B2OC(C(O2)(C)C)(C)C)C)=O)OCC2=CC=CC=C2